Cl.COC1=CC=C(C=C1)[C@@H](C)N (R)-1-(4-methoxyphenyl)ethan-1-amine hydrochloride